(2-FORMYL-4-METHOXY-PHENYL)-CARBAMIC ACID TERT-BUTYL ESTER C(C)(C)(C)OC(NC1=C(C=C(C=C1)OC)C=O)=O